tetraaminospirobifluorene NC1=C2C3=C(C(=C(C4(C3=CC2=CC=C1)C=CC=C1C2=CC=CC=C2C=C14)N)N)N